tertbutyl 4-((3aR,4R,6R,6aS)-6-(5-(1-benzyl-1H-pyrazol-3-yl)-2-chloro-7H-pyrrolo[2,3-d]pyrimidin-7-yl)-2,2-dimethyltetrahydro-4H-cyclopenta[d][1,3]dioxol-4-yl)piperidine-1-carboxylate C(C1=CC=CC=C1)N1N=C(C=C1)C1=CN(C=2N=C(N=CC21)Cl)[C@@H]2C[C@@H]([C@@H]1[C@H]2OC(O1)(C)C)C1CCN(CC1)C(=O)OC(C)(C)C